2,6-diphenyl-1,4-phenyleneoxide C1(=CC=CC=C1)C1=C2C(=CC(=C1)O2)C2=CC=CC=C2